1-(3-(((1S,3S)-3-((5-(3-methyl-2,5-dioxoimidazolidin-1-yl)pyridin-2-yl)amino)cyclopentyl)amino)-1,2,4-oxadiazol-5-yl)cyclopropyl acetate C(C)(=O)OC1(CC1)C1=NC(=NO1)N[C@@H]1C[C@H](CC1)NC1=NC=C(C=C1)N1C(N(CC1=O)C)=O